6-[1-[2-(Dimethylamino)ethyl]pyrazol-4-yl]-2-[(2S)-2-methylazetidin-1-yl]-4-(trifluoromethyl)pyridine-3-carbonitrile CN(CCN1N=CC(=C1)C1=CC(=C(C(=N1)N1[C@H](CC1)C)C#N)C(F)(F)F)C